O.S(=O)(=O)([O-])[O-].[Al+3].S(=O)(=O)([O-])[O-].S(=O)(=O)([O-])[O-].[Al+3] aluminum sulfate, hydrate